ClC=1C(=CC(=NC1)OC)C1=CC(=NN1)C(=O)N1CCC(CC1)C(=O)NCC1(COC1)C 1-[5-(5-chloro-2-methoxypyridin-4-yl)-1H-pyrazole-3-carbonyl]-N-[(3-methyloxetan-3-yl)methyl]piperidine-4-carboxamide